FC(C1=NC=CC(=N1)O)(F)F 2-(trifluoromethyl)pyrimidin-4-ol